C1=C(C=CC2=CC=CC=C12)C(=O)C=1N=NN2C1C(=NC1=CC=CC=C21)C2=CC1=CC=CC=C1C=C2 naphthalen-2-yl(4-(naphthalen-2-yl)-[1,2,3]triazolo[1,5-a]quinoxalin-3-yl)methanone